C1(=CC=CC=C1)C1=C(C(=NN=N1)C1=C(C=CC=C1)C1=C(C=CC=2OC3=C(C21)C=CC=C3)C3=C(C=CC=C3)C3=CC=CC=C3)C3=C(C=CC=C3)C3=CC=CC=C3 [phenyl(biphenylyl)triazinyl][(biphenylyl)dibenzofuranyl]Benzene